O1[C@@H](COC2=NC=CC=C21)CNC(=O)C2=C(C1=C(CCC3=CN(N=C13)CC1=NC=CC=C1)O2)C N-[(2R)-2,3-Dihydro[1,4]dioxino[2,3-b]pyridin-2-ylmethyl]-8-methyl-2-(pyridin-2-ylmethyl)-4,5-dihydro-2H-furo[2,3-g]indazol-7-carboxamid